C(CC)N(S(=O)(=O)C1=CC=C(C(=O)N(CCC)CCC)C=C1)CCC 4-(N,N-dipropylsulfamoyl)-N,N-dipropylbenzamide